C(C)OC(=O)[C@H]1C2CCC([C@@H]1NC1=NC(=NN3C1=CC=C3N(C)C)C3=CN(C1=NC=C(C=C13)F)C1=C(C=CC=C1)C)CC2 (1R,2S,3S,4R)-3-((7-(dimethylamino)-2-(5-fluoro-1-tolyl-1H-pyrrolo[2,3-b]pyridin-3-yl)pyrrolo[2,1-f][1,2,4]triazin-4-yl)amino)bicyclo[2.2.2]octane-2-carboxylic acid ethyl ester